FC1(CCN(CC1)C(=O)C=1C=C2C(=NC1)N(C=C2)C=2C=CC(=NC2)C(=O)O)F 5-(5-(4,4-difluoropiperidine-1-carbonyl)-1H-pyrrolo[2,3-b]pyridin-1-yl)picolinic acid